3-(2-(cyclobutyl(palmitoyloxy)methoxy)-2,2-diphenylacetoxy)spiro[bicyclo[3.2.1]octane-8,1'-pyrrolidin]-8-ium formate C(=O)[O-].C1(CCC1)C(OC(C(=O)OC1CC2CCC(C1)[N+]21CCCC1)(C1=CC=CC=C1)C1=CC=CC=C1)OC(CCCCCCCCCCCCCCC)=O